3,5-di-tert-butyl-4-hydroxybenzyl-phosphonic acid diethyl ester C(C)OP(OCC)(=O)CC1=CC(=C(C(=C1)C(C)(C)C)O)C(C)(C)C